7-(biphenyl-4-yl)-Tryptophan C1(=CC=C(C=C1)C1=C2NC=C(C[C@H](N)C(=O)O)C2=CC=C1)C1=CC=CC=C1